C(C)N1N=CC(=C1)C=1C=C(C=CC1)S(=O)(=O)N1CCC2(C[C@@H](CO2)NC[C@@H](COC=2C=C(C=CC2)S(=O)(=O)NC)O)CC1 3-((S)-3-((S)-8-(3-(1-ethyl-1H-pyrazol-4-yl)phenylsulfonyl)-1-oxa-8-azaspiro[4.5]dec-3-ylamino)-2-hydroxypropoxy)-N-methylbenzenesulfonamide